[Ru+2].C1(=CC=C(C=C1)C)C(C)C 4-cymene ruthenium (II)